2,2,2-Trifluoroethyltrifluoromethanesulfonate FC(COS(=O)(=O)C(F)(F)F)(F)F